N-(2-ethoxy-4-(4-methyl-4H-1,2,4-triazol-3-yl)phenyl)-8-(3-methoxy-2,2,3-trimethylazetidin-1-yl)-6-methylpyrido[3,4-d]pyrimidin-2-amine C(C)OC1=C(C=CC(=C1)C1=NN=CN1C)NC=1N=CC2=C(N1)C(=NC(=C2)C)N2C(C(C2)(C)OC)(C)C